Phenyl N'-cyano-N-(1-methyl-1H-indazol-4-yl)carbamimidate C(#N)N=C(NC1=C2C=NN(C2=CC=C1)C)OC1=CC=CC=C1